[Br-].C(CCCCCCCCCCCCCCC)C[N+](C)(C)CCCCCCCCCCCCCCCC cetyl-[cetyl]trimethylammonium bromide